2-(4-chloro-2-fluorophenyl)acetate ClC1=CC(=C(C=C1)CC(=O)[O-])F